(trimethylsilyl) ethoxymethyl ether C(C)OCO[Si](C)(C)C